2-chloro-6-[[2,4-difluoro-5-[2-(2-hydroxyethoxy)phenyl]phenyl]sulfamoyl]pyridine-4-carboxylic acid ClC1=NC(=CC(=C1)C(=O)O)S(NC1=C(C=C(C(=C1)C1=C(C=CC=C1)OCCO)F)F)(=O)=O